CN1N=C(C(=C1)C(=O)O)OCCN1CCOCC1 1-methyl-3-(2-morpholinoethoxy)-1H-pyrazole-4-carboxylic acid